4-(2-aminoethyl)-6-dibenzofuranpropionic acid NCCC1=CC=CC2=C1OC1=C2C=CC=C1CCC(=O)O